C(C)C1=C(C(=CC(=C1)C)CC)NC1=CC=C(C=2C(C3=CC=CC=C3C(C12)=O)=O)NC1=C(C=C(C=C1CC)C)CC 1,4-bis((2,6-diethyl-4-methylphenyl)amino)anthracene-9,10-dione